(S)-2-((4-((2-((2,4-Dichlorophenoxy)methyl)pyridin-4-yl)oxy)piperidin-1-yl)methyl)-1-(oxetan-2-ylmethyl)-1H-benzo[d]imidazole-6-carboxylic acid ClC1=C(OCC2=NC=CC(=C2)OC2CCN(CC2)CC2=NC3=C(N2C[C@H]2OCC2)C=C(C=C3)C(=O)O)C=CC(=C1)Cl